[5-(2,4-difluorophenyl)isoxazol-3-yl]-[rac-(4R,7R)-7-methyl-4-(1-methylpyrazol-4-yl)-5,7-dihydro-4H-thieno[2,3-c]pyridin-6-yl]methanone FC1=C(C=CC(=C1)F)C1=CC(=NO1)C(=O)N1[C@@H](C2=C([C@H](C1)C=1C=NN(C1)C)C=CS2)C |r|